ClC1=C(C=C2C(C(NC2=C1)=O)=C(C1=CC(=NO1)OC)O)C1=CC=C(C=C1)C1(CCOCC1)O 6-chloro-3-[hydroxy-(3-methoxyisoxazol-5-yl)methylene]-5-[4-(4-hydroxytetrahydropyran-4-yl)phenyl]indolin-2-one